(E)-3-(3-chlorophenyl)-N'-((E)-3-(3-chlorophenyl)acryloyl)acrylohydrazide ClC=1C=C(C=CC1)/C=C/C(=O)NNC(\C=C\C1=CC(=CC=C1)Cl)=O